NCC1=CC(C=C2OC3=CC(=CC=C3N=C12)N(C)C)=O (aminomethyl)-7-(dimethylamino)-3H-phenoxazin-3-one